1-[4-(4-bromophenoxy)piperidin-1-yl]-2-{3-[(2R,6S)-2,6-dimethylmorpholine-4-carbonyl]-5,6-dihydrocyclopenta[c]pyrazol-1(4H)-yl}ethan-1-one BrC1=CC=C(OC2CCN(CC2)C(CN2N=C(C3=C2CCC3)C(=O)N3C[C@H](O[C@H](C3)C)C)=O)C=C1